C(=CCCCCCCCCCCCCCCCC)N1C(=C(C(C=C1)=O)OCC=C)CC N-octadecenyl-2-ethyl-3-(2-propen-1-yloxy)-pyridin-4-one